3-((R)-2-(1-((2-(azidomethyl)-6-methoxybenzofuran-7-yl)methyl)-piperidin-4-yl)chroman-7-yl)-3-cyclopropyl-2-methylpropanoic acid N(=[N+]=[N-])CC=1OC2=C(C1)C=CC(=C2CN2CCC(CC2)[C@@H]2OC1=CC(=CC=C1CC2)C(C(C(=O)O)C)C2CC2)OC